hexadecanoic acid (2E)-3,7-dimethyl-2,6-octadien-1-yl ester C\C(=C/COC(CCCCCCCCCCCCCCC)=O)\CCC=C(C)C